2,6-diaminobenzoxazole NC=1OC2=C(N1)C=CC(=C2)N